[Na+].BrC1=CC=C(C=C1)S(=O)[O-] 4-bromobenzenesulfinate sodium